(4-methyloxazol-5-yl)methanamine hydrogen chloride Cl.CC=1N=COC1CN